NC1=NC=2N=CC(=CC2C2=C1COC2)C(=O)N([C@@H]2COC1=C2C=CC(=C1)C(F)(F)F)C 4-amino-N-methyl-N-((3S)-6-(trifluoromethyl)-2,3-dihydro-1-benzofuran-3-yl)-1,3-dihydrofuro[3,4-c][1,8]naphthyridine-8-carboxamide